C(C)(C)N1C=NC(=C1)C(=O)N1C[C@H]2C([C@H]2C1)C1=NOC(C1)C (1-isopropyl-1H-imidazol-4-yl)[(1R,5S,6r)-6-(5-methyl-4,5-dihydro-1,2-oxazol-3-yl)-3-azabicyclo[3.1.0]hex-3-yl]methanone